FC=1C=C2C(N(C1)C(C(=O)NC1=C(C=CC(=C1)NC1CCOCC1)C)CC)=NC(=N2)SCC2=CC=C(C=C2)F 2-(6-fluoro-2-((4-fluorobenzyl)thio)-4H-imidazo[4,5-b]pyridin-4-yl)-N-(2-methyl-5-((tetrahydro-2H-pyran-4-yl)amino)phenyl)butanamide